(R)-2-methyl-N-((R)-1-(5-nitropyridin-3-yl)ethyl)propane-2-sulfinamide CC(C)(C)[S@@](=O)N[C@H](C)C=1C=NC=C(C1)[N+](=O)[O-]